3-(4-fluorophenyl)-1-(cyclopropylmethyl)-2,4-dioxo-1,2,3,4-tetrahydropyrimidine-5-carbonyl chloride FC1=CC=C(C=C1)N1C(N(C=C(C1=O)C(=O)Cl)CC1CC1)=O